S(=O)(=O)([O-])[O-].[Co+3].C(CCCCC)=N.S(=O)(=O)([O-])[O-].S(=O)(=O)([O-])[O-].[Co+3] hexaanimine cobalt (III) sulfate